D-2',3'-dideoxyuridine [C@@H]1(CC[C@H](CO)O1)N1C(=O)NC(=O)C=C1